tert-butyl 4-(6-chloro-5-(2-chloroethyl)-2-morpholinopyrimidin-4-ylamino)piperidine-1-carboxylate ClC1=C(C(=NC(=N1)N1CCOCC1)NC1CCN(CC1)C(=O)OC(C)(C)C)CCCl